tert-butyl 8-[[1-(4-aminophenyl)-4-piperidyl]methyl]-2,8-diazaspiro[4.5]decane-2-carboxylate NC1=CC=C(C=C1)N1CCC(CC1)CN1CCC2(CCN(C2)C(=O)OC(C)(C)C)CC1